C(C)(C)(C)OC(=O)N1CCN(CC1)C1=CC=CC=2N(C(N(C21)C)=O)C2C(NC(CC2)=O)=O 4-[1-(2,6-dioxo-3-piperidinyl)-3-methyl-2-oxo-benzoimidazol-4-yl]piperazine-1-carboxylic acid tert-butyl ester